4-(((8-(1,3-dimethyl-1H-indazol-5-yl)-2,7-dimethylpyrazolo[1,5-a][1,3,5]triazin-4-yl)amino)methyl)benzenesulfonamide CN1N=C(C2=CC(=CC=C12)C=1C(=NN2C1N=C(N=C2NCC2=CC=C(C=C2)S(=O)(=O)N)C)C)C